(2S,3R)-4-methylsulfonylbenzylserine CS(=O)(=O)C1=CC=C(CN[C@@H](CO)C(=O)O)C=C1